hydroxyhexyl-phenol OCCCCCCC1=C(C=CC=C1)O